ClC=1C=C2C=CC=C(C2=CC1)C(=O)N[C@@H](C(=O)NC1=C(C=CC=C1)OC1=CC(=CC(=C1)C)OC)C (R)-6-chloro-N-(1-((2-(3-methoxy-5-methylphenoxy)phenyl)amino)-1-oxopropan-2-yl)-1-naphthamide